NC1=NC2=C(C=3N1N=C(N3)C=3OC=CC3)SC(N2CCO)=O 5-amino-8-(furan-2-yl)-3-(2-hydroxyethyl)thiazolo[5,4-e][1,2,4]triazolo[1,5-c]pyrimidin-2(3H)-one